2'-chloro-3'-fluoro-5'-methoxy-6-methyl-N-(5-(((S)-tetrahydrofuran-3-yl)oxy)-1,3,4-thiadiazol-2-yl)-(4,4'-bipyridine)-3-carboxamide ClC1=NC=C(C(=C1F)C1=C(C=NC(=C1)C)C(=O)NC=1SC(=NN1)O[C@@H]1COCC1)OC